1-(2-(3-(4-methoxyphenyl)-6-oxopyridazin-1(6H)-yl)acetyl)piperidine-4-carboxamide COC1=CC=C(C=C1)C1=NN(C(C=C1)=O)CC(=O)N1CCC(CC1)C(=O)N